OCCNCCNCCNCCN hydroxyethyl-triethylenetetraamine